(4-chlorobutyryl)((4-hydroxyphenyl)sulfonyl)amide ClCCCC(=O)[N-]S(=O)(=O)C1=CC=C(C=C1)O